S1C(=CC=C1)C(C#N)(O[Si](C)(C)C)C=1SC=CC1 2,2-di(thiophen-2-yl)-2-((trimethylsilyl)oxy)acetonitrile